8-Fluoro-6-(8-fluoro-2-methylimidazo[1,2-a]pyridin-6-yl)-2-(4-fluoro-1-methylpiperidin-4-yl)quinazolin-4(3H)-one FC=1C=C(C=C2C(NC(=NC12)C1(CCN(CC1)C)F)=O)C=1C=C(C=2N(C1)C=C(N2)C)F